ClC=1C=C2C(=CC1Cl)NC(C21CN(CC1C)C(CO)=O)=O 5,6-dichloro-1'-(2-hydroxyacetyl)-4'-methyl-1H-spiro[indole-3,3'-pyrrolidin]-2-one